NC1=C(C=C(C(=C1)F)C1CC1)C(CCl)=O 1-(2-amino-5-cyclopropyl-4-fluorophenyl)-2-chloroethane-1-one